methyltetrafluoroethyl ether CC(C(F)(F)F)(F)OC(C(F)(F)F)(C)F